diethyl-malonyl dichloride C(C)C(C(=O)Cl)(C(=O)Cl)CC